(S)-3-(prop-2-yn-1-yl(4-((2,3,5,6-tetramethoxyphenyl)sulfonamido)naphthalen-1-yl)amino)butanoic acid C(C#C)N([C@H](CC(=O)O)C)C1=CC=C(C2=CC=CC=C12)NS(=O)(=O)C1=C(C(=CC(=C1OC)OC)OC)OC